N-(4-(2-isopropoxypropan-2-yl)thiazol-2-yl)-1-(3-(pyridin-4-yl)propyl)-1H-pyrrole-2-carboxamide C(C)(C)OC(C)(C)C=1N=C(SC1)NC(=O)C=1N(C=CC1)CCCC1=CC=NC=C1